2-(4-(diethylamino)styryl)-1-methyl-7-(4-methyl-1-piperazinyl)quinoline C(C)N(C1=CC=C(C=CC2N(C3=CC(=CC=C3C=C2)N2CCN(CC2)C)C)C=C1)CC